(S)-N-(5-(3-Chloro-4-cyanophenoxy)-2-methoxyphenyl)-1-methyl-5-oxo-pyrrolidine-2-carboxamide ClC=1C=C(OC=2C=CC(=C(C2)NC(=O)[C@H]2N(C(CC2)=O)C)OC)C=CC1C#N